ethyl (S)-5-((tert-butoxy carbonyl)amino)-2-(((S)-mesitylsulfinyl)amino)-3,3-dimethylpentanoate C(C)(C)(C)OC(=O)NCCC([C@@H](C(=O)OCC)N[S@@](=O)C1=C(C=C(C=C1C)C)C)(C)C